C(C1=CC=CC=C1)OC=1C=C(C=C(C1)F)O 3-(benzyloxy)-5-fluorophenol